C(C)(C)(C)OC(=O)N1C[C@H](CC1)NC=1C=CC(=NC1F)C(=O)OC methyl (S)-5-((1-(tert-butoxycarbonyl) pyrrolidin-3-yl) amino)-6-fluoropyridinecarboxylate